tert-Butyl (3S)-3-((4-(1-(3-chloro-2-fluorophenyl)ethoxy)pyrido[3,2-d]pyrimidin-6-yl)oxy)pyrrolidine-1-carboxylate ClC=1C(=C(C=CC1)C(C)OC=1C2=C(N=CN1)C=CC(=N2)O[C@@H]2CN(CC2)C(=O)OC(C)(C)C)F